6-((2,3-Dihydrobenzo[b][1,4]dioxin-6-yl)methyl)-4-methyl-2-(methylsulfinyl)-4,6-dihydro-5H-thiazolo[5',4':4,5]Pyrrolo[2,3-d]pyridazin-5-one O1C2=C(OCC1)C=C(C=C2)CN2N=CC1=C(C2=O)N(C2=C1SC(=N2)S(=O)C)C